N(=C=O)C1=C(C=C(C=C1)N=C=O)[N+](=O)[O-] 2,5-diisocyanato-1-nitrobenzene